CC/C=C\\C[C@@H](/C=C/C=C\\C[C@H](/C=C/C=C/C=C\\[C@H](CCC(=O)O)O)O)O The molecule is a member of the class of resolvins that is (5Z,7E,9E,13Z,15E,19Z)-docosahexaenoic acid carrying three hydroxy substituents at positions 4, 11 and 17 (the 4S,11R,17S-stereoisomer). It has a role as an anti-inflammatory agent and a human xenobiotic metabolite. It is a resolvin, a secondary allylic alcohol, a triol and a hydroxy polyunsaturated fatty acid.